bis(4-aminophenoxy)-2,2-dimethylpropane NC1=CC=C(OC(C(C)(C)C)OC2=CC=C(C=C2)N)C=C1